FC1=C(C=CC=C1)C1=NC(=NO1)C=1C=C(C=CC1)C 5-(2-fluorophenyl)-3-(3-tolyl)-1,2,4-oxadiazole